dihydro-3H,5H-spiro[benzo[e]pyrrolo[1,2-a][1,4]diazepine-2,1'-cyclopropan]-5-one C12(CC1)CC=1N(C(C3C(=NC1)C=CC=C3)=O)C2